NC1=C(C=C(C=N1)C=1C=C2N(N1)CCC21CN(C1)C(=O)NCC1=CC=CC=C1)OC(F)(F)F 2'-[6-amino-5-(trifluoromethoxy)pyridin-3-yl]-N-benzyl-5',6'-dihydrospiro[azetidine-3,4'-pyrrolo[1,2-b]pyrazole]-1-carboxamide